CC=1C=C(C=CC1O)C1(C2=CC=CC=C2C=2C=CC=CC12)C1=CC(=C(C=C1)O)C 9,9-bis(3'-methyl-4'-hydroxyphenyl)fluorene